C1(CC1)OC1=NC=C(C=C1C=1C=NN2C1N=C(C=C2)N2CCNCC2)OC 3-[2-(cyclopropoxy)-5-methoxy-3-pyridyl]-5-piperazin-1-yl-pyrazolo[1,5-a]pyrimidine